((2R,3S,5R)-5-(4-amino-2-chloro-7H-pyrrolo[2,3-d]pyrimidin-7-yl)-2-ethynyl-3-hydroxytetrahydrofuran-2-yl)methyl benzoate C(C1=CC=CC=C1)(=O)OC[C@]1(O[C@H](C[C@@H]1O)N1C=CC2=C1N=C(N=C2N)Cl)C#C